allyl-tris-(2-ethoxyethoxy)silane C(C=C)[Si](OCCOCC)(OCCOCC)OCCOCC